CC1=CC=C(C=C1)S(=O)(=O)O.N1CCCCC1 piperidine 4-methylbenzenesulfonate